ClC=1C=C(C=CC1C=1N(C2=NC=NC(=C2N1)OC1(CC1)C)CC1=NC=CC(=C1)C)CC(=O)N1CC(C1)(C)O 2-(3-chloro-4-(6-(1-methylcyclopropoxy)-9-((4-methylpyridin-2-yl)methyl)-9H-purin-8-yl)phenyl)-1-(3-hydroxy-3-methylazetidin-1-yl)ethan-1-one